6-(cyclopenten-1-yl)-N-[[6-(3,3-dimethylbutyl)-6-azaspiro[2.5]octan-2-yl]methyl]pyridazin-3-amine C1(=CCCC1)C1=CC=C(N=N1)NCC1CC12CCN(CC2)CCC(C)(C)C